CC=1C=C(C=C(C1)C)C1N(CCC1)C1=C(C(=C(C(=O)N)C=C1)OC1=CC=CC=C1)C 2-(3,5-dimethylphenyl)pyrrolidin-1-yl-methylphenoxybenzamide